N1C=NC2=C1CNC2=O 5,6-dihydropyrrolo[3,4-d]imidazol-4(1H)-one